BrC=1NC2=CC=CC=3C4=C[C@H](CN([C@@H]4CC1C32)CCC(F)(F)F)C(=O)N(CC)CC (6aR,9R)-5-bromo-N,N-diethyl-7-(3,3,3-trifluoropropyl)-4,6,6a,7,8,9-hexahydroindolo[4,3-fg]quinoline-9-carboxamide